N,N-diethylaminoethyl-methacrylamide C(C)NN(C(C(=CCC)C)=O)NCC